3-(6-methoxypyridin-3-yl)-3-(3-(4-(5,6,7,8-tetrahydro-1,8-naphthyridin-2-yl)butyl)cyclobutyl)propionic acid tert-butyl ester C(C)(C)(C)OC(CC(C1CC(C1)CCCCC1=NC=2NCCCC2C=C1)C=1C=NC(=CC1)OC)=O